C1=C(C=CC2=CC=CC=C12)C=CC(=O)NC(=N)N 3-(2-Naphthyl)acryloylguanidin